ClC1=C(C(=CC(=C1)F)N=C=S)C 1-chloro-5-fluoro-3-isothiocyanato-2-methylbenzene